FC(C1=NSC(=N1)C1=NN2C(C=C(C=C2N2CCC3(COC3)CC2)S(=O)(=O)NC2(CC2)C)=C1)F (3-(difluoromethyl)-1,2,4-thiadiazol-5-yl)-N-(1-methylcyclopropyl)-7-(2-oxa-7-azaspiro[3.5]nonan-7-yl)pyrazolo[1,5-a]pyridine-5-sulfonamide